(5S,6R)-6-[3-(5-chloro-2-methoxypyridine-3-sulfonamido)-2,6-difluorophenyl]-N,5-dimethyl-5H,6H,7H,8H-imidazo[1,5-a]pyridine-1-carboxamide ClC=1C=C(C(=NC1)OC)S(=O)(=O)NC=1C(=C(C(=CC1)F)[C@H]1CCC=2N([C@H]1C)C=NC2C(=O)NC)F